tert-butyl 7-(prop-2-yn-1-yl)-2,7-diazaspiro[3.5]nonane-2-carboxylate C(C#C)N1CCC2(CN(C2)C(=O)OC(C)(C)C)CC1